methyl-2-(3,4-dichlorophenyl)-6-(2-ethoxy-2-oxo-ethyl)-1-ethyl-4-oxo-pyridine CC1=C(N(C(=CC1=O)CC(=O)OCC)CC)C1=CC(=C(C=C1)Cl)Cl